6-(2,2-difluoroethoxy)-2-(trideuteriomethyl)pyridine-3-carbaldehyde FC(COC1=CC=C(C(=N1)C([2H])([2H])[2H])C=O)F